tert-butyl ((1r,3r)-3-(4-(2-(4-((5-fluoro-2-(1H-1,2,3-triazol-1-yl)pyridin-3-yl)oxy)phenyl)propan-2-yl)phenoxy)cyclobutyl)carbamate FC=1C=C(C(=NC1)N1N=NC=C1)OC1=CC=C(C=C1)C(C)(C)C1=CC=C(OC2CC(C2)NC(OC(C)(C)C)=O)C=C1